C1(CCC1)NS(=O)(=O)C1=CC(=NC=C1O)OC1=C(C=C(C=C1Cl)N1N=C(C(NC1=O)=O)C#N)Cl N-cyclobutyl-2-(2,6-dichloro-4-(6-cyano-3,5-dioxo-4,5-dihydro-1,2,4-triazin-2(3H)-yl)phenoxy)-5-hydroxypyridine-4-sulfonamide